N-[(2R,3R)-1-[2-[3-Cyclopropyl-5-(trifluoromethyl)pyrazol-1-yl]acetyl]-2-[2-methyl-3-(trideuteriomethoxy)phenyl]pyrrolidin-3-yl]pyrazine-2-carboxamide C1(CC1)C1=NN(C(=C1)C(F)(F)F)CC(=O)N1[C@@H]([C@@H](CC1)NC(=O)C1=NC=CN=C1)C1=C(C(=CC=C1)OC([2H])([2H])[2H])C